The molecule is a 3beta-hydroxy-4alpha-formyl-4beta-methylsteroid that is 9beta-9,19-cyclolanost-24-ene-3beta,28-diol in which the hydroxy group at position 28 has been oxidised to the corresponding aldehyde. It is a 3beta-hydroxy-4alpha-formyl-4beta-methylsteroid and a pentacyclic triterpenoid. It derives from a 9beta-9,19-cyclolanost-24-ene-3beta,28-diol. C[C@H](CCC=C(C)C)[C@H]1CC[C@@]2([C@@]1(CC[C@]34[C@H]2CC[C@@H]5[C@]3(C4)CC[C@@H]([C@@]5(C)C=O)O)C)C